methylenebisisoindole C(C=1NC=C2C=CC=CC12)C=1NC=C2C=CC=CC12